C(C)(C)(C)OC(=O)NC1=NC=CC=C1 2-{[(tert-butoxy)carbonyl]amino}pyridin